2-((3-(1-(4-(trifluoromethoxy)phenyl)cyclopropyl)-1,2,4-oxadiazol-5-yl)methyl)acrylic acid FC(OC1=CC=C(C=C1)C1(CC1)C1=NOC(=N1)CC(C(=O)O)=C)(F)F